C[C@@H](C(CP(OC)(OC)=O)=O)CCCC1=CC=CC=C1 (R)-(-)-Dimethyl (3-methyl-2-oxo-6-phenylhexyl)phosphonate